(R)-N-((R)-1-(2-(ethylthio)-3,6-dimethyl-4-oxo-3,4-dihydroquinazolin-8-yl)ethyl)-2-methylpropane-2-sulfinamide C(C)SC1=NC2=C(C=C(C=C2C(N1C)=O)C)[C@@H](C)N[S@](=O)C(C)(C)C